Nε-(((3-((prop-2-yn-1-yloxy)methyl)-3H-diazirine-3-yl)methoxy)carbonyl)-L-lysine C(C#C)OCC1(N=N1)COC(=O)NCCCC[C@H](N)C(=O)O